C(=CC)[Si](OC)(OC)CCCCCCCCCCCCCCCCCC propenyloctadecyldimethoxysilane